N1C=C(C2=CC=CC=C12)C1CN(CC1)C(CC(=O)NN)C1=NC=CC=C1 3-(3-(1H-indol-3-yl)pyrrolidin-1-yl)-N'-(pyridin-2-yl)propionyl-hydrazine